3-((hexyl-1,1-d2)oxy)-4-(1-methyl-1,2,5,6-tetrahydropyridin-3-yl-2,2,6,6-d4)-1,2,5-thiadiazole C(CCCCC)([2H])([2H])OC1=NSN=C1C=1C(N(C(CC1)([2H])[2H])C)([2H])[2H]